8-(4-chloro-2-fluorophenyl)-2,3-dimethyl-6-[(2S)-2-(6-methylpyridazin-4-yl)morpholin-4-yl]-3h,4h-pyrimido[5,4-d][1,3]diazin-4-one ClC1=CC(=C(C=C1)C1=NC(=NC2=C1N=C(N(C2=O)C)C)N2C[C@@H](OCC2)C2=CN=NC(=C2)C)F